C(C)OC1=CC2=CC[C@H]3[C@@H]4CCC([C@@]4(C)CC[C@@H]3[C@]2(CC1)C)=O 3-ethoxy-androsta-3,5-diene-17-one